methyl (2R,4S)-4-((tert-butyldiphenylsilyl)oxy)-1-phenylpyrrolidine-2-carboxylate [Si](C1=CC=CC=C1)(C1=CC=CC=C1)(C(C)(C)C)O[C@H]1C[C@@H](N(C1)C1=CC=CC=C1)C(=O)OC